ClC1=C(C=CC=C1N1ONC2=NC(=CN=C2O1)Cl)NC(C1=CC=CC=C1)=O N-(2-chloro-3-(7-chloro-2,4-dioxa-1,2-diHydropteridin-3(4H)-yl)phenyl)benzamide